(2S,3R,4R,5S,6R)-2-(4-Chloro-3-chroman-6-ylmethyl-phenyl)-6-hydroxymethyl-tetrahydro-pyran-3,4,5-triol ClC1=C(C=C(C=C1)[C@@H]1O[C@@H]([C@H]([C@@H]([C@H]1O)O)O)CO)CC=1C=C2CCCOC2=CC1